6-bromo-2-methyl-3-[rel-(4R)-8-methoxy-4-methyl-1-oxo-3,4-dihydro-2H-isoquinolin-6-yl]indazole-4-carbonitrile BrC=1C=C(C2=C(N(N=C2C1)C)C=1C=C2[C@H](CNC(C2=C(C1)OC)=O)C)C#N |o1:14|